ClC1=CC=C(CN2C([C@H](CSC3=C2C=C(C(=C3)F)C=3OC(=NN3)N3CCOCC3)NC(O)=O)=O)C=C1 N-[(3R)-5-(4-chlorobenzyl)-8-fluoro-4-keto-7-(5-morpholino-1,3,4-oxadiazol-2-yl)-2,3-dihydro-1,5-benzothiazepine-3-yl]Carbamic acid